ethoxytantalum (V) C(C)O[Ta+4]